N-ethyl-N-(2-(5-methoxy-1H-indol-3-yl)ethyl)prop-2-en-1-amine C(C)N(CC=C)CCC1=CNC2=CC=C(C=C12)OC